1-(3-acetylphenyl)-3-(3-(2-methoxyethyl)-4-oxo-5-(pyridin-2-yl)-3,4-dihydroquinazolin-6-yl)urea C(C)(=O)C=1C=C(C=CC1)NC(=O)NC=1C(=C2C(N(C=NC2=CC1)CCOC)=O)C1=NC=CC=C1